[Sn].[Zn].[Fe] iron-zinc-tin